N-[4-[2-tert-butoxy-6-[4-(trifluoromethyl)-3-thienyl]-4-pyridinyl]-2-pyridinyl]acetamide C(C)(C)(C)OC1=NC(=CC(=C1)C1=CC(=NC=C1)NC(C)=O)C1=CSC=C1C(F)(F)F